COC=1C(=NC=CC1)C(=O)N 3-methoxy-pyridine-2-carboxamide